CN1[Si](N([Si]1(C)C)C)(C)C 1,2,2,3,4,4-hexamethyl-1,3,2,4-diazadisiletidine